BrC1=CC=C(C=C1)NC(=O)N[C@H](C(=O)NCC1=NN=NN1)CC(C)C (2S)-2-{[(4-bromophenyl)carbamoyl]amino}-4-methyl-N-(1H-tetrazol-5-ylmethyl)pentanamide